1-cyclopropyl-N-((R)-1-(3-(difluoromethyl)-2-fluorophenyl)ethyl)-4-(((1R,5s,8s)-3-methyl-3-azabicyclo[3.2.1]oct-8-yl)amino)-6-oxo-1,6-dihydropyridine-3-carboxamide C1(CC1)N1C=C(C(=CC1=O)NC1[C@H]2CN(C[C@@H]1CC2)C)C(=O)N[C@H](C)C2=C(C(=CC=C2)C(F)F)F